C(C=C)C1=C(C=C(C=C1C(C)C)C(C)C)I (allyl)-3,5-diisopropyl-iodobenzene